dodeca-7,9,11-trien-5-ol CCCCC(CC=CC=CC=C)O